[Si](C)(C)(C(C)(C)C)OC(C)C1=NN(N=C1)C1=C(C=C(C=N1)N)Cl 6-(4-(1-((tert-butyldimethylsilyl)oxy)ethyl)-2H-1,2,3-triazol-2-yl)-5-chloropyridin-3-amine